FC(=C(C(C(F)(F)F)(F)F)F)OC(=C(F)C(C(F)(F)F)(F)F)F perfluoroethyl-vinylether